4-tert-butyl-2,6-dimethyl-aniline C(C)(C)(C)C1=CC(=C(N)C(=C1)C)C